tert-Butyl (3aR,5s,6aS)-5-cyanohexahydrocyclopenta[c]pyrrole-2(1H)-carboxylate CC(C)(C)OC(=O)N1C[C@H]2CC(C[C@H]2C1)C#N